6-fluorobenzo[d]thiazole-2-carboxylic acid FC1=CC2=C(N=C(S2)C(=O)O)C=C1